[Mn].[Cu].[Co] Cobalt-Copper-Manganese